ClC1=CC(=C(C=C1)C1(OC2=C(C1)C=CC=C2C2CCN(CC2)CC=2N(C(=C(N2)C)/C=C/C(=O)OCC)CC2OCC2)C)F ethyl (E)-3-(2-((4-(2-(4-chloro-2-fluorophenyl)-2-methyl-2,3-dihydrobenzofuran-7-yl)piperidin-1-yl)methyl)-4-methyl-1-((oxetan-2-yl)methyl)-1H-imidazol-5-yl)acrylate